[Al+3].S(=O)(=O)([O-])[O-].S(=O)(=O)([O-])[O-].S(=O)(=O)([O-])[O-].[Al+3] sulphate aluminum salt